tert-Butyl (S)-5-(4-(1-(2-(ethyl(isopropyl)carbamoyl)-4-fluorophenyl)-2-methyl-1H-pyrrolo[2,3-c]pyridine-3-carbonyl)piperidine-1-carbonyl)-2,2-dimethylpyrrolidine-1-carboxylate C(C)N(C(=O)C1=C(C=CC(=C1)F)N1C(=C(C=2C1=CN=CC2)C(=O)C2CCN(CC2)C(=O)[C@@H]2CCC(N2C(=O)OC(C)(C)C)(C)C)C)C(C)C